(Z)-4-(4-(5-(4-ethylbenzylidene)-2,4-dioxothiazolidin-3-yl)butanamido)-2-((methoxycarbonyl)amino)benzoic acid C(C)C1=CC=C(\C=C/2\C(N(C(S2)=O)CCCC(=O)NC2=CC(=C(C(=O)O)C=C2)NC(=O)OC)=O)C=C1